C(#N)C12CCC(CC1)(CC2)N2C1=NC(=NC=C1N(C2=O)C)NC2=CC(=C(C(=O)N)C=C2C)F 4-((9-(4-cyanobicyclo[2.2.2]octan-1-yl)-7-methyl-8-oxo-8,9-dihydro-7H-purin-2-yl)amino)-2-fluoro-5-methylbenzamide